N-(2-amino-4-bromo-3,6-difluorophenyl)-4-(2-(trifluoromethyl)benzoyl)-1-((2-(trimethylsilyl)ethoxy)methyl)-1H-pyrrole-2-carboxamide NC1=C(C(=CC(=C1F)Br)F)NC(=O)C=1N(C=C(C1)C(C1=C(C=CC=C1)C(F)(F)F)=O)COCC[Si](C)(C)C